1-(4-(2-(3,4-dimethoxyphenyl)-3-isopropyl-1H-indol-5-yl)piperidin-1-yl)-2-((4-(2-hydroxyprop-2-yl)cyclohexyl)amino)ethan-1-one COC=1C=C(C=CC1OC)C=1NC2=CC=C(C=C2C1C(C)C)C1CCN(CC1)C(CNC1CCC(CC1)C(C)(C)O)=O